3-(5-(Methoxycarbonyl)-1H-pyrazol-1-yl)piperidine-1-carboxylic acid tert-butyl ester C(C)(C)(C)OC(=O)N1CC(CCC1)N1N=CC=C1C(=O)OC